C1=CC(=CC=C1S(=O)(=O)O)Cl p-chlorobenzenesulfonic acid